N-((S)-1,1-Dimethyl-2,3-dihydro-1H-inden-2-yl)-6-((S)-2,2,2-trifluoro-1-(methylamino)ethyl)pyridin-3-amine CC1([C@H](CC2=CC=CC=C12)NC=1C=NC(=CC1)[C@@H](C(F)(F)F)NC)C